CC=1C=C(\C=N\NC2=C3N=CN(C3=NC(=N2)N2CCOCC2)C2=NC=CC=N2)C=CC1 (E)-4-(6-(2-(3-methylbenzylidene)hydrazinyl)-9-(pyrimidin-2-yl)-9H-purin-2-yl)-morpholine